(4aR,8aS)-6-[3-[4-(4-chloro-2-fluoro-phenyl)phenyl]azetidine-1-carbonyl]-4,4a,5,7,8,8a-hexahydropyrido[4,3-b][1,4]oxazin-3-one ClC1=CC(=C(C=C1)C1=CC=C(C=C1)C1CN(C1)C(=O)N1C[C@@H]2[C@@H](OCC(N2)=O)CC1)F